NC1=NC=2C=CC(=CC2C2=C1COC2)C(=O)N(CC=2N=NC(=CC2)C(F)(F)F)C2COC2 4-amino-N-(3-oxetanyl)-N-((6-(trifluoromethyl)-3-pyridazinyl)methyl)-1,3-dihydrofuro[3,4-c]quinoline-8-carboxamide